FC1=C(CO[C@@H]2C[C@H](C2)C(=O)NCC2=C(C(=C(C=C2)C(F)(F)F)C=2NC(C=C(N2)C)=O)F)C=CC(=C1)F trans-3-[(2,4-difluorobenzyl)oxy]-N-[2-fluoro-3-(4-methyl-6-oxo-1,6-dihydropyrimidin-2-yl)-4-(trifluoromethyl)benzyl]cyclobutane-1-carboxamide